(1S)-2-methoxy-1-[4-(trifluoromethyl)phenyl]ethanamine hydrochloride Cl.COC[C@@H](N)C1=CC=C(C=C1)C(F)(F)F